N-((1,2,3,5,6,7-Hexahydro-s-indacen-4-yl)carbamoyl)-1-(pyridin-3-ylmethyl)azetidine-3-sulfonamide, potassium salt [K].C1CCC2=C(C=3CCCC3C=C12)NC(=O)NS(=O)(=O)C1CN(C1)CC=1C=NC=CC1